8-chloro-7-(2-fluoro-5-methoxy-phenyl)-9-(trifluoromethyl)-5H-pyrimido[1,2-a][1,4]benzodiazepine-3-One ClC1=C(C=CC2=C1C(=NCC=1N2C=CC(N1)=O)C1=C(C=CC(=C1)OC)F)C(F)(F)F